[1-(2-Fluorophenyl)-1H-pyrazole-3-carbonyl]-2-{5-methyl-[1,2,4]triazolo[1,5-a]pyrimidin-7-yl}morpholine FC1=C(C=CC=C1)N1N=C(C=C1)C(=O)N1CC(OCC1)C1=CC(=NC=2N1N=CN2)C